5-bromo-1,2,3-tris(dodecyloxy)benzeneThiol BrC=1C=C(C(C(C1)(S)OCCCCCCCCCCCC)OCCCCCCCCCCCC)OCCCCCCCCCCCC